C(CC(C)C)C1=CC=C(C=C1)C1C=CNN1 5-(4-isopentyl-phenyl)-pyrazoline